5-amino-1H-1,2,4-triazole-3-carbohydrazide NC1=NC(=NN1)C(=O)NN